(R*)-2-(6-Amino-5-(2-(4-(4-(dimethoxymethyl)piperidin-1-yl)phenyl)morpholino)pyridazin-3-yl)phenol NC1=C(C=C(N=N1)C1=C(C=CC=C1)O)N1C[C@H](OCC1)C1=CC=C(C=C1)N1CCC(CC1)C(OC)OC |o1:16|